(1R,3s,5S)-9-(ethylsulfonyl)-N-methyl-9-azabicyclo[3.3.1]nonan-3-amine C(C)S(=O)(=O)N1[C@H]2CC(C[C@@H]1CCC2)NC